(2,2,2-trifluoroacetyl)glycine tert-butyl ester C(C)(C)(C)OC(CNC(C(F)(F)F)=O)=O